perfluoroazelaic acid anion FC(C(=O)[O-])(C(C(C(C(C(C(C(=O)[O-])(F)F)(F)F)(F)F)(F)F)(F)F)(F)F)F